3-(cyclopropylmethoxy)-1H-pyrrole-2-carboxylic acid methyl ester COC(=O)C=1NC=CC1OCC1CC1